ethyl 2-(6-cyclopropyl-8-(3-methyl-2,4-dioxoimidazolidin-1-yl)imidazo[1,2-a]pyridin-2-yl)acetate C1(CC1)C=1C=C(C=2N(C1)C=C(N2)CC(=O)OCC)N2C(N(C(C2)=O)C)=O